[Si](C)(C)(C(C)(C)C)OC1CC2C(C2C1)C(=O)O 3-((tert-butyldimethylsilyl)oxy)bicyclo[3.1.0]Hexane-6-carboxylic acid